[2H]C(CCN=C(N)N)[C@@]([2H])(C(=O)O)N([2H])[2H] arginine-D4